C1=C(C=C(C(=C1I)OC2=CC(=C(C(=C2)I)O)I)I)C[C@@H](C(=O)O)N 3,3',5,5''-Tetraiodo-L-thyronine